Cl.Cl.N1=CC(=CC=C1)OC1=CC=C(C=C1)NC(=O)[C@H]1NCCCC1 (2S)-N-[4-(3-pyridyloxy)phenyl]piperidine-2-carboxamide dihydrochloride